2-(3-oxabicyclo[3.1.0]hex-6-yl)-4,4,5,5-tetramethyl-1,3,2-dioxaborolane C12COCC2C1B1OC(C(O1)(C)C)(C)C